8-(dimethylamino)-3-(3-methylpyridin-2-yl)-8-phenyl-1,3-diazaspiro[4.5]decan-2-one CN(C1(CCC2(CN(C(N2)=O)C2=NC=CC=C2C)CC1)C1=CC=CC=C1)C